[C@H]12[C@H](NC[C@H](CC1)N2)C(=O)OCC (1R,2S,5S)-ethyl 3,8-diazabicyclo[3.2.1]octane-2-carboxylate